C(CCCCCCC\C=C/CCCCCCCC)OC=1C=C(C(=O)OC)C=C(C1OCCCCCCCC\C=C/CCCCCCCC)OCCCCCCCC\C=C/CCCCCCCC Methyl 3,4,5-Tri-((Z)-octadec-9-enyloxy)benzoate